1-(3-(3-(1H-pyrazol-4-yl)quinoxaline-6-carbonyl)-5-fluorophenyl)-3-(3,4-difluorophenyl)urea N1N=CC(=C1)C=1C=NC2=CC=C(C=C2N1)C(=O)C=1C=C(C=C(C1)F)NC(=O)NC1=CC(=C(C=C1)F)F